C(C1=CC=CC=C1)N1C=NC(=C1[N+](=O)[O-])Cl 1-benzyl-4-chloro-5-nitro-1H-imidazole